octylnonyl 8-[2-(tert-butoxycarbonylamino)ethyl-(6-oxo-6-undecoxy-hexyl)amino]octanoate C(C)(C)(C)OC(=O)NCCN(CCCCCCCC(=O)OC(CCCCCCCC)CCCCCCCC)CCCCCC(OCCCCCCCCCCC)=O